ClC=1C(=NC=C(C(=O)O)C1)N1CCN(CC1)C1=NOC2=C1C=C(C=C2)C(F)(F)F 5-Chloro-6-(4-(5-(trifluoromethyl)benzo[d]isoxazol-3-yl)piperazin-1-yl)nicotinic acid